OC=1C=C(C2=C(NC(CO2)=O)C1)[C@H](CNC(CC1=CC=C(C=C1)OC)(C)C)O 6-hydroxy-8-[(1R)-1-hydroxy-2-{[1-(4-methoxyphenyl)-2-methylpropan-2-yl]amino}ethyl]-3,4-dihydro-2H-1,4-benzoxazin-3-one